C(C)C=1C=C(C=CC1)C=1C=C2CC([C@H](C2=CC1F)NC(O[C@@H]1CN2CCC1CC2)=O)(C)C (S)-quinuclidin-3-yl ((R)-5-(3-ethylphenyl)-6-fluoro-2,2-dimethyl-2,3-dihydro-1H-inden-1-yl)carbamate